N1N=NC(=C1)C1=CC=C(C=C1)NC(=O)C1=C(N=C(NC1=O)N(C)CC)O N-(4-(1H-1,2,3-triazol-4-yl)phenyl)-2-(ethyl-(methyl)amino)-4-hydroxy-6-oxo-1,6-dihydropyrimidine-5-carboxamide